O1CCN(CC1)C1CCN(CC1)C1=NC(=NC=C1)NC1=CC=CC=C1 4-(4-morpholinopiperidin-1-yl)-N-phenylpyrimidin-2-amine